3-(1-isopropyl-2-methyl-1H-imidazo[4,5-c]pyridin-6-yl)-N-(6-(4-methylpiperazin-1-yl)pyridin-3-yl)-1H-pyrrolo[2,3-b]pyridine-5-carboxamide C(C)(C)N1C(=NC=2C=NC(=CC21)C2=CNC1=NC=C(C=C12)C(=O)NC=1C=NC(=CC1)N1CCN(CC1)C)C